C1(=CC=CC=C1)SCCCC 1-(phenylsulfanyl)butan